(2s,4s)-2-(4-(3-isopropoxyphenyl)piperidine-1-carbonyl)-7-oxa-5-azaspiro[3.4]octan-6-one C(C)(C)OC=1C=C(C=CC1)C1CCN(CC1)C(=O)C1CC2(C1)NC(OC2)=O